5,5,5-trifluoro-4-hydroxy-4-(trifluoromethyl)-2-pentyl 2-methacrylate C(C(=C)C)(=O)OC(C)CC(C(F)(F)F)(C(F)(F)F)O